FC1(C[C@@H](N2N=C(N=C21)C(=O)N[C@H]2COC1=C(N(C2=O)C)C=CC=C1)C1=CC=CC=C1)F |r| rac-(5R)-7,7-difluoro-5-phenyl-N-[rac-(3S)-5-methyl-4-oxo-2,3-dihydro-1,5-benzoxazepin-3-yl]-5,6-dihydropyrrolo[1,2-b][1,2,4]triazole-2-carboxamide